FC1=C(C(=C(C(=C1CC=C)F)F)F)F 1,2,3,4,5-pentafluoro-6-prop-2-enylbenzene